COC=1C=C(C=C(C1O)OC)CC(=O)O 3,5-dimethoxy-4-hydroxyphenyl-acetic acid